6-bromonicotinamidate BrC1=NC=C(C(=O)N)C=C1